di-phenylethyl (L)-tartrate C(=O)(OCC(C1=CC=CC=C1)C1=CC=CC=C1)[C@H](O)[C@@H](O)C(=O)[O-]